5-isopropyloxazol C(C)(C)C1=CN=CO1